(3S,4S)-1-(4-(((R)-4-heptanamido-1-(hexylamino)-1-oxobutan-2-yl)carbamoyl)benzoyl)-N3,N4-bis((1S,2R)-2-phenylcyclopropyl)pyrrolidine-3,4-dicarboxamide C(CCCCCC)(=O)NCC[C@H](C(=O)NCCCCCC)NC(=O)C1=CC=C(C(=O)N2C[C@H]([C@@H](C2)C(=O)N[C@@H]2[C@H](C2)C2=CC=CC=C2)C(=O)N[C@@H]2[C@H](C2)C2=CC=CC=C2)C=C1